CC1=NN2C(N(CC(C2)C)C(CCC(=O)NC2=CC=C(C=N2)C=2C=NC=C(C2)C)=O)=C1 4-(2,6-dimethyl-6,7-dihydropyrazolo[1,5-a]pyrimidin-4(5H)-yl)-N-(5'-methyl-[3,3'-bipyridin]-6-yl)-4-oxobutanamide